FC=1C=C2C(C(=CN3C2=C(C1F)OCC3)C=O)=O 9,10-difluoro-7-oxo-2,3-dihydro-7H-[1,4]oxazino[2,3,4-ii]quinoline-6-carbaldehyde